(3-(4-Carbamoylbenzyl)-1,2,3-oxadiazol-3-ium-5-yl)((3-(2-phenylacetamido)-5-(trifluoromethyl)phenyl)carbamoyl)amide C(N)(=O)C1=CC=C(C[N+]2=NOC(=C2)[N-]C(NC2=CC(=CC(=C2)C(F)(F)F)NC(CC2=CC=CC=C2)=O)=O)C=C1